ClC1=CC(=NC=C1)NC=1C=C(C(=O)O)C=CC1 3-((4-chloropyridin-2-yl)amino)benzoic acid